ClC=1C=CC(=NC1)C1CN(C1)[C@H]1[C@@H](CCCC1)OC=1C=C2CN(C(C2=CC1)=O)N1C(CCCC1=O)=O (5-(((trans)-2-(3-(5-chloropyridin-2-yl)azetidin-1-yl)cyclohexyl)oxy)-1-oxoisoindolin-2-yl)piperidine-2,6-dione